NC=1C=C(C=CC1C)C(C)(C)C1=CC(=C(C=C1)C)N 2,2-bis(3-amino-4-methylphenyl)propane